(S)-N-((R)-(4-chlorophenyl)(4-(trifluoromethyl)thiazol-2-yl)methyl)-2-oxo-oxazolidine ClC1=CC=C(C=C1)[C@@H](N1C(OCC1)=O)C=1SC=C(N1)C(F)(F)F